FC1=CC(=C(C#N)C=C1)CN1C(N(C(C=C1N[C@H]1CNCCC1)=O)C)=O (R)-4-fluoro-2-((3-methyl-2,4-dioxo-6-(piperidine-3-ylamino)-3,4-dihydropyrimidine-1(2H)-yl)methyl)benzonitrile